C(C)(C)(C)OC(=O)N1CCC(CC1)C1CCN(CC1)C(NC1=CC=C(C=C1)Br)=O.BrC1=CC=C(C=C1)NC(=O)N1CCC(CC1)C1CCNCC1 N-(4-bromophenyl)-[4,4'-bipiperidine]-1-carboxamide t-Butyl-1'-[(4-bromophenyl)carbamoyl]-[4,4'-bipiperidine]-1-carboxylate